(S)-2-((2-((1-ethoxy-3,3-dimethyl-1,3-dihydro-[1,2]oxaborolo[4,3-b]pyridin-5-yl)amino)-5-(5-fluoro-1,3,4-oxadiazol-2-yl)pyrimidin-4-yl)amino)-2-phenylethan-1-ol C(C)OB1OC(C2=NC(=CC=C21)NC2=NC=C(C(=N2)N[C@H](CO)C2=CC=CC=C2)C=2OC(=NN2)F)(C)C